C(CCC\C=C/C\C=C/C\C=C/C\C=C/CCCCC)O (5Z,8Z,11Z,14Z)-eicos-5,8,11,14-tetraen-1-ol